2-(4-(3-isopropyl-2-(2-methyl-1-oxo-1,2,5,6,7,8-hexahydroisoquinolin-4-yl)-1H-Indol-5-yl)piperidin-1-yl)acetamide C(C)(C)C1=C(NC2=CC=C(C=C12)C1CCN(CC1)CC(=O)N)C1=CN(C(C=2CCCCC12)=O)C